1-(3-(Dimethylamino)propyl) 4-(5-((2-hexyldecanoyl)oxy)pentyl) (2S)-2-((((5-((2-hexyldecanoyl)oxy)pentyl)oxy)carbonyl)oxy)succinate C(CCCCC)C(C(=O)OCCCCCOC(=O)O[C@H](C(=O)OCCCN(C)C)CC(=O)OCCCCCOC(C(CCCCCCCC)CCCCCC)=O)CCCCCCCC